C(C1=C(C(=CC(=C1)C)C(C)(C)C)O)C1=C(C(=CC(=C1)C)C(C)(C)C)O 2,2'-methylenebis(6-tertiary butyl-4-methylphenol)